3-methylimidazolium phosphate P(=O)([O-])([O-])[O-].C[N+]1=CNC=C1.C[N+]1=CNC=C1.C[N+]1=CNC=C1